3-bromo-3'',5,5',5''-tetra-tertbutyl-1,1':3',1''-terphenyl BrC=1C=C(C=C(C1)C(C)(C)C)C1=CC(=CC(=C1)C(C)(C)C)C1=CC(=CC(=C1)C(C)(C)C)C(C)(C)C